O=C1N(C(C=C1)=O)C(CNC(OC(C)(C)C)=O)CCOC(NCCC(NCCCCCNC(CCOCCOCCOCCOCCOCCOCCOCCOCCNC(CCC[N+](CCCS(=O)(=O)[O-])(C)C)=O)=O)=O)=O 7-(2,5-dioxo-2,5-dihydro-1H-pyrrol-1-yl)-2,2,55,55-tetramethyl-4,11,15,23,51-pentaoxo-3,10,26,29,32,35,38,41,44,47-decaoxa-5,12,16,22,50,55-hexaazaoctapentacontan-55-ium-58-sulfonate